(8-(3-Isopropoxyphenyl)quinazolin-2-yl)-3-(tetrahydro-2H-pyran-4-yl)-2,3,4,5-tetrahydro-1H-benzo[d]azepine-7-amine C(C)(C)OC=1C=C(C=CC1)C=1C=CC=C2C=NC(=NC12)C1CN(CCC2=C1C=CC(=C2)N)C2CCOCC2